ClC1=C(C(=C(C#N)C(=C1)OC1CC1)C1=C(C=NN1C)B1OC(C(O1)(C)C)(C)C)F 4-Chloro-6-cyclopropyloxy-3-fluoro-2-(1-methyl-4-(4,4,5,5-tetramethyl-1,3,2-dioxaborolan-2-yl)-1H-pyrazol-5-yl)benzonitrile